C(C=C)(=O)N1CCOCC1 N-acryloylmorpholin